FC=1C=C(C=CC1N1CCNCC1)C=1C2=C(N=C(N1)N)N1C(C=C2)=NCC1 (3-fluoro-4-(piperazin-1-yl)phenyl)-8,9-dihydroimidazo[1',2':1,6]pyrido[2,3-d]pyrimidin-2-amine